C(C)(C)(C)OC(=O)N1CC2(C1)OCC(NC2)=O 7-oxo-5-oxa-2,8-diazaspiro[3.5]nonane-2-carboxylic acid tert-butyl ester